methyl-1,3-dioxolane CC1OCCO1